FC1=C(C(=O)OC2=CC=C(C=C2)N)C(=C(C(=C1F)C(=O)[O-])F)F (4-aminophenyl) 2,3,5,6-tetrafluoroterephthalate